2-((2-(1-(cyclopropylsulfonyl)-1H-pyrazol-4-yl)pyrimidin-4-yl)amino)-5-((1-(tetrahydro-2H-pyran-4-yl)-1H-pyrazol-4-yl)ethynyl)pyridin-4-one C1(CC1)S(=O)(=O)N1N=CC(=C1)C1=NC=CC(=N1)NC1=NC=C(C(C1)=O)C#CC=1C=NN(C1)C1CCOCC1